FC(C(=O)O)(F)F.C(C)(C)(C)C=1C=C(C=CC1F)C1CC(C1)NC 3-(3-(tert-butyl)-4-fluorophenyl)-N-methylcyclobutan-1-amine, trifluoroacetate salt